N-(3-oxo-1-phenyl-2,3-dihydro-1H-pyrazolo[4,3-c]pyridin-6-yl)cyclopropanecarboxamide O=C1NN(C2=C1C=NC(=C2)NC(=O)C2CC2)C2=CC=CC=C2